[Br-].CN(C)C(=[N+](CCCCCCONC(=O)OC(C)(C)C)CCCCCCOC1=CC=CC=C1)N(C)C N-(bis(dimethylamino)methylene)-6-(((tert-butoxycarbonyl)amino)oxy)-N-(6-phenoxyhexyl)hexan-1-aminium bromide